C1(CC1)C1=NN(C=N1)C1CC2(CN(C2)C(=O)N2CC(C2)C=2C=NC(=CC2)N2CC(C2)(C(F)(F)F)O)C1 [6-(3-cyclopropyl-1,2,4-triazol-1-yl)-2-azaspiro[3.3]heptan-2-yl]-[3-[6-[3-hydroxy-3-(trifluoromethyl)azetidin-1-yl]-3-pyridyl]azetidin-1-yl]methanone